C(C)(=O)OC1C2CC(CC(C1)([N+]2(C)C)OC(C2=CC=C(C=C2)OC)(C2=CC=C(C=C2)OC)C2=CC=C(C=C2)OC)OC (Tris(4-methoxyphenyl)methoxy)-8,8-dimethyl-3-methoxy-8-azoniabicyclo[3.2.1]octan-6-ol acetate